5-(2,5-dimethyl-1,2,3,4-tetrahydroisoquinolin-7-yl)-3-(pyrimidin-4-ylmethoxy)pyrazin-2-amine CN1CC2=CC(=CC(=C2CC1)C)C=1N=C(C(=NC1)N)OCC1=NC=NC=C1